COC1=CC=C(C=C1)N1N=C(C=C1C(NC1CCN(CC1)N1C(COCC1)=O)=O)C(=O)OCC ethyl 1-(4-methoxyphenyl)-5-((1-(3-oxomorpholino)piperidin-4-yl)carbamoyl)-1H-pyrazole-3-carboxylate